NC1=C(C(=O)O)C=CC=C1S(=O)(=O)N1CCN(CC1)C(=O)OCC1=CC=CC=C1 2-amino-3-((4-((benzyloxy)carbonyl)piperazin-1-yl)sulfonyl)benzoic acid